5-(4,4-difluorocyclohexyl)sulfinyl-1H-pyrazolo[3,4-b]pyridine FC1(CCC(CC1)S(=O)C=1C=C2C(=NC1)NN=C2)F